The molecule is a member of the class of 1,4-benzoquinones that is p-benzoquinone substituted by a methoxy group at position 2 and a 1-phenylallyl group at position 5. Isolated from the heartwood of Dalbergia louveli, it exhibits antiplasmodial activity. It has a role as a metabolite and an antiplasmodial drug. It is an enol ether and a member of 1,4-benzoquinones. COC1=CC(=O)C(=CC1=O)[C@H](C=C)C2=CC=CC=C2